FC=1C=C2C(=C(N(C2=CC1)C1=CC=C(C=C1)F)C1CCOCC1)I 5-fluoro-1-(4-fluorophenyl)-3-iodo-2-tetrahydropyran-4-yl-indole